3-ethynyl-1-methyl-1H-pyrrole C(#C)C1=CN(C=C1)C